C(=C)NC(CNCCC[Si](OC)(OC)OC)CC1=CC=CC=C1 3-(N-vinylbenzyl-2-aminoethyl)aminopropyl-trimethoxysilane